fluoro-4-(((trans-2-(3,4-difluorophenyl)cyclopropyl)amino)methyl)piperidine-1-carboxylic acid benzyl ester C(C1=CC=CC=C1)OC(=O)N1C(CC(CC1)CN[C@H]1[C@@H](C1)C1=CC(=C(C=C1)F)F)F